5-bromo-N,6-dimethylpyridinamide BrC=1C=CC(=NC1C)C(=O)NC